ClC=1C=C(C=NC1C(=O)C1CC1)NC(OC(C)(C)C)=O tert-butyl (5-chloro-6-(cyclopropanecarbonyl)pyridin-3-yl)carbamate